N-(5-bromo-6-fluoro-3-methoxypyridin-2-yl)-6-chloropyrazolo[1,5-a]pyridine-3-sulfonamide BrC=1C=C(C(=NC1F)NS(=O)(=O)C=1C=NN2C1C=CC(=C2)Cl)OC